(R)-4-oxopiperidine-1,2-dicarboxylic acid 1-(tert-butyl) 2-methyl ester COC(=O)[C@@H]1N(CCC(C1)=O)C(=O)OC(C)(C)C